FC(S(=O)(=O)[O-])(F)F.C(C)(C)(C)OC(=O)N1C(OC(C1)CN1[N+](=CC=C1)C)(C)C 1-((3-(tert-butoxycarbonyl)-2,2-dimethyloxazolidin-5-yl)methyl)-2-methyl-1H-pyrazol-2-ium trifluoromethanesulfonate